3-((tert-butoxycarbonyl)aminopropyl)-2-methyl-1H-pyrazol-2-ium C(C)(C)(C)OC(=O)NCCCC1=[N+](NC=C1)C